Cl.NC1=NC2=C(C=3N1N=C(N3)C=3OC=CC3)SC(N2CCN2CCN(CC2)C2=C(C=C(C(=C2)OCCS(=O)C)F)F)=O (+)-5-amino-3-(2-(4-(2,4-difluoro-5-(2-(methylsulfinyl)ethoxy)phenyl)piperazin-1-yl)ethyl)-8-(furan-2-yl)thiazolo[5,4-e][1,2,4]triazolo[1,5-c]pyrimidin-2(3H)-one hydrochloride